di-(2-ethylhexyl)cyclohexane-1,4-dicarboxylate C(C)C(COC(=O)C1CCC(CC1)C(=O)OCC(CCCC)CC)CCCC